7-((R)-8-ethynyl-7-fluoro-3-hydroxynaphthalen-1-yl)-8-fluoroquinazoline-6-carbonitrile C(#C)C=1C(=CC=C2C=C(C=C(C12)C1=C(C=C2C=NC=NC2=C1F)C#N)O)F